COC1=CC=C(C=C1)C=1C2=C(C(N(C1)C)=O)NC=N2 7-(4-Methoxyphenyl)-5-methyl-3H-imidazo[4,5-c]pyridin-4-one